C(C)N1N=C(C(=C1)C1=NN2C(=NC=3C(=CC=CC3C2=N1)C(F)(F)F)N[C@H]1C(NCCNC1)=O)C (6R)-6-{[2-(1-Ethyl-3-methyl-1H-pyrazol-4-yl)-7-(trifluoromethyl)[1,2,4]triazolo[1,5-c]quinazolin-5-yl]amino}-1,4-diazepan-5-one